N1=CN=C(C=C1)C=C(C(=O)N1CC(NCC1)C(F)F)F pyrimidin-4-yl-3-(difluoromethyl)piperazin-1-yl-2-fluoro-prop-2-en-1-one